NC(C(=O)NC1=CC=C(COC=2C=C3SC4=C(CCCC4=CC3=CC2)C=CC2(NC3=CC=CC=C3C2(C)C)N)C=C1)CC(C)C 2-(2-(6-((4-(2-amino-4-methylpentanamido)benzyl)oxy)-2,3-dihydro-1H-thioxanthen-4-yl)vinyl)-3,3-dimethyl-3H-indoleamine